C(C)C1=CC=C(C=C1)S(=O)(=O)C=1C=NC2=CC=C(C=C2C1N1CCN(CC1)CC)OC(F)(F)F 3-((4-ethylphenyl)sulfonyl)-4-(4-ethylpiperazin-1-yl)-6-(trifluoromethoxy)quinoline